(S)-1-acryloyl-4-(7-(2-chloro-6-fluorobenzyl)-2-(((S)-1-methylpyrrolidin-2-yl)methoxy)imidazo[2,1-f][1,2,4]triazin-4-yl)piperazin-2-yl-acetonitrile C(C=C)(=O)N1[C@H](CN(CC1)C1=NC(=NN2C1=NC=C2CC2=C(C=CC=C2F)Cl)OC[C@H]2N(CCC2)C)CC#N